8-(5-Chlorobenzofuran-2-yl)-3,4-dihydro-2H-pyrido[4,3-b][1,4]thiazine ClC=1C=CC2=C(C=C(O2)C2=CN=CC3=C2SCCN3)C1